5-(2-pyridyl)thiophenecarboxaldehyde N1=C(C=CC=C1)C1=CC=C(S1)C=O